tert-butyl 2-(4-{[4-(4-{3-[4-cyano-3-(trifluoromethyl)phenyl]-5,5-dimethyl-4-oxo-2-sulfanylideneimidazolidin-1-yl}phenyl)phenyl] amino}butoxy)acetate C(#N)C1=C(C=C(C=C1)N1C(N(C(C1=O)(C)C)C1=CC=C(C=C1)C1=CC=C(C=C1)NCCCCOCC(=O)OC(C)(C)C)=S)C(F)(F)F